NC=1C=2N(C3=CC(=CC=C3N1)C(=O)N(C1C3=C(SC1)C=C(C=C3)C(F)(F)F)C)C=NC2 4-amino-N-methyl-N-(6-(trifluoromethyl)-2,3-dihydrobenzo[b]-thiophen-3-yl)imidazo-[1,5-a]quinoxaline-8-carboxamide